1-[2-(1-methylpiperidin-4-yl)ethyl]Piperazine CN1CCC(CC1)CCN1CCNCC1